Cl.FC(OC=1C=C(C=CC1)CN)F [3-(difluoromethoxy)phenyl]methylamine hydrochloride